7-Methoxy-1-(1,1,1-trifluoropropan-2-yl)-1H-pyrazolo[4,3-c]pyridin-6-amine COC=1C2=C(C=NC1N)C=NN2C(C(F)(F)F)C